(R)-2-(2-chloro-6-methyl-4-(3-methylmorpholinyl)thieno[3,2-d]Pyrimidin-7-yl)propane-2-thiol ClC=1N=C(C2=C(N1)C(=C(S2)C)C(C)(C)S)N2[C@@H](COCC2)C